N-(4-(3-((TERT-BUTYLDIMETHYLSILYL)OXY)AZETIDINE-1-CARBONYL)-3-CYANOPHENYL)-4-CYCLOPROPYL-3-PHENYL-ISOTHIAZOLE-5-CARBOXAMIDE [Si](C)(C)(C(C)(C)C)OC1CN(C1)C(=O)C1=C(C=C(C=C1)NC(=O)C1=C(C(=NS1)C1=CC=CC=C1)C1CC1)C#N